C1=NC=CC=2CCC(CC12)C(=O)O 5,6,7,8-tetrahydroisoquinoline-7-carboxylic acid